2-(methylsulfinyl)-4-(1H-pyrrol-3-yl)-6-(trifluoromethyl)pyrimidine ethyl-3-(4-(cyclopentylmethyl)phenyl)-3-oxopropanoate C(C)OC(CC(=O)C1=CC=C(C=C1)CC1CCCC1)=O.CS(=O)C1=NC(=CC(=N1)C1=CNC=C1)C(F)(F)F